1-((10S)-4-((4-([1,2,4]triazolo[1,5-a]pyridin-7-yloxy)-3-methylphenyl)amino)-7,8,10,11-tetrahydro-9H-6,10-methano[1,4,7]oxadiazonino[3,2-g]quinazolin-9-yl)but-2-yn-1-one N=1C=NN2C1C=C(C=C2)OC2=C(C=C(C=C2)NC2=NC=NC1=CC3=C(C=C21)N2CCN([C@H](CO3)C2)C(C#CC)=O)C